2-methyl-6-((4-(4-methylpiperidin-1-yl)phenyl)amino)isoindolin-1-one CN1C(C2=CC(=CC=C2C1)NC1=CC=C(C=C1)N1CCC(CC1)C)=O